lithium-sodium sulfate S(=O)(=O)([O-])[O-].[Na+].[Li+]